1-(3-((3-(2-(((3S,5S)-5-fluoropiperidin-3-yl)amino)pyrimidin-4-yl)pyridin-2-yl)oxy)phenyl)-3-(4-((4-methylpiperazin-1-yl)methyl)-3-(trifluoromethyl)phenyl)urea hydrochloride Cl.F[C@H]1C[C@@H](CNC1)NC1=NC=CC(=N1)C=1C(=NC=CC1)OC=1C=C(C=CC1)NC(=O)NC1=CC(=C(C=C1)CN1CCN(CC1)C)C(F)(F)F